O-((5-fluoropyridin-3-yl)methyl)-N-trityl-L-serine FC=1C=C(C=NC1)COC[C@H](NC(C1=CC=CC=C1)(C1=CC=CC=C1)C1=CC=CC=C1)C(=O)O